2-(3-Cyanoanilino)-4-[2-methoxy-3-(1-methyl-1,2,4-triazol-3-yl)anilino]-N-(trideuteriomethyl)pyrimidine-5-carboxamide C(#N)C=1C=C(NC2=NC=C(C(=N2)NC2=C(C(=CC=C2)C2=NN(C=N2)C)OC)C(=O)NC([2H])([2H])[2H])C=CC1